C(C)(C)(C)OC(C(CC1=CC=NC=C1)N(C(CCl)=O)CC(=O)NC1=C(C=CC(=C1)Cl)N1N=NC(=C1)Cl)=O 2-(2-chloro-N-(2-((5-chloro-2-(4-chloro-1H-1,2,3-triazol-1-yl)phenyl)amino)-2-oxoethyl)acetamido)-3-(pyridin-4-yl)propanoic acid tert-butyl ester